COC1=C(C=CC(=C1)OC)CNC1=NC=C(C2=C1C(=NN2[C@H]2C[C@@H](CCC2)NC(OCC[Si](C)(C)C)=O)C2=CC=C(C=C2)C(NC2=NC=CC(=C2)C(F)(F)F)=O)I 2-Trimethylsilylethyl N-[(1R,3R)-3-[4-[(2,4-dimethoxyphenyl)methylamino]-7-iodo-3-[4-[[4-(trifluoromethyl)-2-pyridyl]carbamoyl]phenyl]pyrazolo[4,3-c]pyridin-1-yl]cyclohexyl]carbamate